C1(=CC=CC=C1)COC1=COC2=C(C1=O)C=CC=C2 3-phenylmethoxy-4H-1-benzopyran-4-one